3-methyl-2-((S)-1-oxo-7-(((S)-1-tritylazepin-2-yl)methyl)-2,7-diazaspiro[4.4]Non-2-yl)butanamide CC(C(C(=O)N)N1C([C@@]2(CC1)CN(CC2)CC=2N(C=CC=CC2)C(C2=CC=CC=C2)(C2=CC=CC=C2)C2=CC=CC=C2)=O)C